1-(4-(2-(4-bromophenyl)propan-2-yl)thiazol-2-yl)-3-((2-(4-(2-hydroxyethyl)piperazin-1-yl)pyrimidin-5-yl)methyl)urea BrC1=CC=C(C=C1)C(C)(C)C=1N=C(SC1)NC(=O)NCC=1C=NC(=NC1)N1CCN(CC1)CCO